6-chloro-N-[(3S)-3-hydroxy-4-{[(1S,3R)-3-(trifluoromethoxy)cyclobutane-1-carbonyl]amino}bicyclo[2.2.2]oct-1-yl]-4-oxo-4H-1-benzopyran-2-carboxamide ClC=1C=CC2=C(C(C=C(O2)C(=O)NC23C[C@@H](C(CC2)(CC3)NC(=O)C3CC(C3)OC(F)(F)F)O)=O)C1